L-Canaline N[C@@H](CCON)C(=O)O